FC1=CC=CC2=C1N=C(S2)C=CC2=CC=C(C=C2)N2CCCCC2 4-fluoro-2-(4-(piperidin-1-yl)styryl)benzo[d]thiazole